2-((1R,5S,6S)-3-(8-fluoro-7-(3-hydroxynaphthalen-1-yl)-2-((tetrahydro-1H-pyrrolizin-7a(5H)-yl)methoxy)pyrido[4,3-d]pyrimidin-4-yl)-3,8-diazabicyclo[3.2.1]octan-6-yl)acetonitrile FC1=C(N=CC2=C1N=C(N=C2N2C[C@H]1C[C@H]([C@@H](C2)N1)CC#N)OCC12CCCN2CCC1)C1=CC(=CC2=CC=CC=C12)O